NC(CC1=CC=CC=2C=COC21)C 7-(2-aminopropyl)benzofuran